(3S,4S)-3-[(4-Fluorophenoxy)methyl]-4-methyl-2-[2-methyl-5-(pyrimidin-2-yl)-1,3-thiazol-4-carbonyl]-2-azabicyclo[3.1.1]heptan FC1=CC=C(OC[C@H]2N(C3CC([C@@H]2C)C3)C(=O)C=3N=C(SC3C3=NC=CC=N3)C)C=C1